5,7-dihydro-3-[2-[1-(phenylmethyl)-4-piperidinyl]ethyl]-6H-pyrrolo-[4,5-F]-1,2-benzisoxazol-6-one maleate C(\C=C/C(=O)O)(=O)O.C1(=CC=CC=C1)CN1CCC(CC1)CCC1=NOC2=C1C=C1C(=C2)NC(C1)=O